2,6-dimethoxy-N-(8-methoxy-5,5-dimethyl-4,5-dihydronaphtho[2,1-d]isoxazol-3-yl)benzenesulfonamide COC1=C(C(=CC=C1)OC)S(=O)(=O)NC1=NOC2=C1CC(C1=CC=C(C=C12)OC)(C)C